3-(5-(1-((1R,5S,6r)-bicyclo[3.1.0]hexan-6-yl)-1,6-dihydroimidazo[4,5-d]pyrrolo[2,3-b]pyridin-2-yl)furan-2-yl)-2-cyano-N,N-dimethylacrylamide [C@H]12CCC[C@@H]2C1N1C(=NC=2C1=C1C(=NC2)NC=C1)C1=CC=C(O1)C=C(C(=O)N(C)C)C#N